heptanyl methacrylate C(C(=C)C)(=O)OCCCCCCC